[K+].[K+].[K+].C(CN(CC(=O)[O-])CC(=O)[O-])N(CC(=O)O)CC(=O)[O-] ethylenediaminetetraacetic acid tripotassium salt